C(C)(=O)OC1CC(OCC1N=[N+]=[N-])SC(C)=O acetylthio-5-azidotetrahydro-2H-pyran-4-yl acetate